FC1(CN(C1)C1COCOC1)F cis-5-(3,3-difluoro-1-azetidinyl)-1,3-dioxan